ClC=1C=C(C=C(C1)NS(=O)(=O)C)NC(=O)C=1C=C(N(C1)C1=NC=CC=C1)C(=O)O 4-[(3-chloro-5-methanesulfonamidophenyl)carbamoyl]-1-(pyridin-2-yl)-1H-pyrrole-2-carboxylic acid